methyl 4-(chlorosulfonyl)-6-cyano-2-naphthoate ClS(=O)(=O)C1=CC(=CC2=CC=C(C=C12)C#N)C(=O)OC